13-bromo-14,19-dimethoxy-10,16,16-trioxo-9-oxa-16λ6-thia-17-azatetracyclo[16.3.1.111,15.02,7]tricosa-1(21),2(7),3,5,11,13,15(23),18(22),19-nonaene-4-carbonitrile BrC=1C=C2C(OCC=3C=CC(=CC3C3=CC=C(C(NS(C(C1OC)=C2)(=O)=O)=C3)OC)C#N)=O